CC([C@@H](C(=O)N1CC2(CC2)C[C@H]1C(=O)N[C@@H](C[C@H]1C(NCC1)=O)C(COC(F)(F)F)=O)NC(C(F)(F)F)=O)(C)C (S)-5-((S)-3,3-dimethyl-2-(2,2,2-trifluoroacetamido)butanoyl)-N-((S)-3-oxo-1-((S)-2-oxopyrrolidin-3-yl)-4-(trifluoromethoxy)butan-2-yl)-5-azaspiro[2.4]heptane-6-carboxamide